NPN bis-aminophosphine